6-Chloro-3-[[(1R)-1-[2-(3,4-difluorophenyl)-3,6-dimethyl-4-oxo-chromen-8-yl]ethyl]amino]pyridine-2-carbonitrile ClC1=CC=C(C(=N1)C#N)N[C@H](C)C=1C=C(C=C2C(C(=C(OC12)C1=CC(=C(C=C1)F)F)C)=O)C